C(C)OC(C(C=C(C)OCC)=O)=O ethyl-4-ethoxy-2-oxo-pent-3-enoate